Methyl 2-[1-(1-cyclopropylethyl)-1H-pyrazol-4-yl]-5-[({1-[2-fluoro-4-(trifluoromethyl) phenyl]cyclopropyl}carbonyl) amino]benzoate C1(CC1)C(C)N1N=CC(=C1)C1=C(C(=O)OC)C=C(C=C1)NC(=O)C1(CC1)C1=C(C=C(C=C1)C(F)(F)F)F